C(C)(C)C=1C(=NNC1C=1C=C(C=2N(C1)N=CN2)C)C2=CC=C(C=C2)C(C)(C)N 2-(4-(4-isopropyl-5-(8-methyl-[1,2,4]triazolo[1,5-a]pyridin-6-yl)-1H-pyrazol-3-yl)phenyl)propan-2-amine